Cl.Cl.C12CN(CC(N1)C2)C2=CC=C(C=N2)C=2C=1N(C=C(C2)OCC(C)(C)O)N=CC1C#N 4-(6-(3,6-diazabicyclo[3.1.1]heptan-3-yl)pyridin-3-yl)-6-(2-hydroxy-2-methylpropyloxy)pyrazolo[1,5-a]pyridine-3-carbonitrile dihydrochloride